peroxy-citramalic acid C(CC(C)(O)C(=O)O)(=O)OO